ClC=1C=C(C=NC1OCC)C1=C(C2=C(CCC1)C=C(C=C2)O)C2=CC=C(C=C2)O[C@@H]2CN(CC2)CCCF 6-(5-chloro-6-ethoxy-3-pyridyl)-5-[4-[(3S)-1-(3-fluoropropyl)pyrrolidin-3-yl]oxyphenyl]-8,9-dihydro-7H-benzo[7]annulen-2-ol